C(C)N([C@H](C)C(=O)O)C1=NC=2C=CC=CC2C=2N1N=C(N2)C2=CC=C(C=C2)OC Ethyl-N-[2-(4-methoxyphenyl)[1,2,4]triazolo[1,5-c]quinazolin-5-yl]-D-alanine